N1-mesitylcyclohexane-1,4-diamine C1(=C(C(=CC(=C1)C)C)NC1CCC(CC1)N)C